((2-bromo-5-(trifluoromethyl)phenyl)carbamoyl)azetidine-1-carboxylic acid tert-butyl ester C(C)(C)(C)OC(=O)N1C(CC1)C(NC1=C(C=CC(=C1)C(F)(F)F)Br)=O